C(=O)(C=C)N(C)CC(=O)N acroyl-sarcosine amide